C(#C)C1=CC(=C(C=C1)C1=C(N=C([N+](=N1)[O-])N[C@H]1CN(CCC1)C)C)O (R)-6-(4-ethynyl-2-hydroxyphenyl)-5-methyl-3-((1-methylpiperidin-3-yl)amino)-1,2,4-triazin-2-oxide